C1(CCC1)[C@@H]1N(C[C@H](CC1)C)C(C(=O)NC=1C=C(C=NC1)C(=O)N)=O 5-[[2-[(2R,5S)-2-cyclobutyl-5-methyl-1-piperidyl]-2-oxo-acetyl]amino]pyridine-3-carboxamide